2-methylpiperidin-4-ol formate C(=O)OC1CC(NCC1)C